N-((1,2,3,5,6,7-Hexahydro-s-indacen-4-yl)carbamoyl)-3-morpholinopropane-1-sulfonamide, Potassium Salt [K].C1CCC2=C(C=3CCCC3C=C12)NC(=O)NS(=O)(=O)CCCN1CCOCC1